COC(C1=CC=C(C=C1)CN1C(N(C2=NC(=NC=C12)N)[C@@H]1O[C@@H](C[C@H]1OC(C)=O)COC(C)=O)=O)=O Methyl-4-((9-((2R,3R,5S)-3-acetoxy-5-(acetoxymethyl)tetrahydrofuran-2-yl)-2-amino-8-oxo-8,9-dihydro-7H-purin-7-yl)methyl)benzoat